2,3,4,5,7,9,13,13a-octahydro-2,5-methanopyrido[1',2':4,5]pyrazino[2,1-b][1,3]oxazepine O1C2N(C3CCC1C3)CC=3N(C2)C=CCC3